OCCCP(CCCO)CCCO tri-(3-hydroxypropyl)phosphine